(1S)-2-[4,6-bis(difluoromethyl)-1,3,5-triazin-2-yl]-6-chloro-1-(2-methylpropyl)-2,3,4,9-tetrahydro-1H-pyrido[3,4-b]indole FC(C1=NC(=NC(=N1)C(F)F)N1[C@H](C=2NC3=CC=C(C=C3C2CC1)Cl)CC(C)C)F